bis(2,2,6,6-tetramethyl-4-piperidinyl)sebacat CC1(NC(CC(C1)OC(CCCCCCCCC(=O)OC1CC(NC(C1)(C)C)(C)C)=O)(C)C)C